CN1C=C(C2=CC=CC=C12)CN1C=CC2=CC(=CC=C12)O ((1-methyl-1H-indol-3-yl)methyl)-1H-indol-5-ol